C(C)(C)(C)OC(\C(=C/N(C)C)\C(C1=C(N=CC(=C1)Br)F)=O)=O.ClC=1C=C(C=CC2=NC=3N(C(N(C)C(C3N2C)=O)=O)C)C=CC1 8-(m-chlorostyryl)caffeine tert-butyl-(Z)-2-(5-bromo-2-fluoronicotinoyl)-3-(dimethylamino)acrylate